2-(2-((2,6-Dichlorophenyl)amino)phenyl)acetic acid ClC1=C(C(=CC=C1)Cl)NC1=C(C=CC=C1)CC(=O)O